N-(2-cyclopropylethyl)-4-(isopropylamino)-6-(1H-pyrazol-4-yl)quinoline-3-carboxamide C1(CC1)CCNC(=O)C=1C=NC2=CC=C(C=C2C1NC(C)C)C=1C=NNC1